5-fluoro-2-(3-fluoro-4-{[(1-methylazetidin-3-yl)carbonyl]amino}phenyl)-2H-indazole-7-carboxamide trifluoroacetate salt FC(C(=O)O)(F)F.FC1=CC2=CN(N=C2C(=C1)C(=O)N)C1=CC(=C(C=C1)NC(=O)C1CN(C1)C)F